(S)-1-(3-(8-amino-1-(benzofuran-2-yl)imidazo[1,5-a]pyrazin-3-yl)pyrrolidin-1-yl)prop-2-en-1-one NC=1C=2N(C=CN1)C(=NC2C=2OC1=C(C2)C=CC=C1)[C@@H]1CN(CC1)C(C=C)=O